C(CCCC)C1CC(C1)=CC(=O)[O-] 2-(3-pentylcyclobutylidene)acetate